FC(C(=O)O)(F)F.C1N(CC12CNCC2)C(=O)OCC ethyl 2,6-diazaspiro[3.4]octane-2-carboxylate trifluoroacetic acid salt